C(\C=C/C(=O)OCC(CCCC)CC)(=O)OCC(CCCC)CC di-(2-ethylhexyl) maleate